tert-butyl 4-(3-((1s,3s)-3-((5-(5H-pyrido[4,3-b]indol-7-yl)pyridin-2-yl)oxy)cyclobutoxy)propyl)piperazine-1-carboxylate C1=NC=CC=2NC=3C=C(C=CC3C21)C=2C=CC(=NC2)OC2CC(C2)OCCCN2CCN(CC2)C(=O)OC(C)(C)C